C(#N)C1(COC1)N1CC(N(CC1)C(=O)OC(C)(C)C)C tert-butyl 4-(3-cyanooxetan-3-yl)-2-methylpiperazine-1-carboxylate